1-Benzyl-4-oxocyclohexane-1-carbonitrile C(C1=CC=CC=C1)C1(CCC(CC1)=O)C#N